ClC=1C(=CC2=C(C=3N(C4(CO2)CC(C4)(C)C)C=C(C(C3)=O)C(=O)O)N1)OCCCOC 2'-chloro-3'-(3-methoxypropoxy)-3,3-dimethyl-11'-oxo-6'H,11'H-spiro[cyclobutane-1,7'-dipyrido[1,2-d:2',3'-f][1,4]oxazepine]-10'-carboxylic acid